2-(2-methylpropyl)-N-[2-(trifluoromethyl)benzyl]-6-({[2-(trifluoromethyl)phenyl]carbonyl}amino)-1H-benzimidazole-4-carboxamide CC(CC1=NC2=C(N1)C=C(C=C2C(=O)NCC2=C(C=CC=C2)C(F)(F)F)NC(=O)C2=C(C=CC=C2)C(F)(F)F)C